OCCCOC[C@@H]1[C@@H](C1)C(=O)OC(C)(C)C tert-butyl (1R,2S)-2-((3-hydroxypropoxy)methyl)cyclopropane-1-carboxylate